FC=1C=C(C(=O)C2=CC(=C(OC3=CC=C4C(=C(N=C(C4=C3)OC)C(=O)NCC(=O)O)O)C(=C2)C)C)C=CC1 (7-(4-(3-fluorobenzoyl)-2,6-dimethylphenoxy)-4-hydroxy-1-methoxyisoquinoline-3-carbonyl)glycine